(S,4R)-2-azabicyclo[2.2.1]hept-5-en-3-one [C@@H]12NC([C@@H](C=C1)C2)=O